C1N(CCC2=CC=CC=C12)C[C@H](CN1C(C2=CC=C(C=C2CC1)NCC=1C=NC=CC1)=O)O 2-[(2R)-3-(3,4-Dihydro-1H-isochinolin-2-yl)-2-hydroxy-propyl]-6-(3-pyridylmethylamino)-3,4-dihydroisochinolin-1-on